O=CCCC(C(=O)OC(C=1C=NC=CC1)C=1C(=NOC1CC1=C(C=C(C=C1)F)F)CC1=C(C=C(C=C1)Cl)F)C1CCCCC1 ((R)-[3-(4-chloro-2-fluorobenzyl)-5-(2,4-difluorobenzyl)-1,2-oxazol-4-yl])(pyridin-3-yl)methanol 1-(3-oxopropyl)cyclohexyl-acetate